ClC=1C=C(C=CC1)[C@@H]([C@@H](C=1N=NC=CC1)N1C(C2=CC(=CC=C2C1)C=1OC(=NN1)C(F)F)=O)O |o1:7,8| 2-[(1R*,2S*)-2-(3-chlorophenyl)-2-hydroxy-1-(pyridazin-3-yl)ethyl]-6-[5-(difluoromethyl)-1,3,4-oxadiazol-2-yl]-2,3-dihydro-1H-isoindol-1-one